C(CCCCCCCC(=O)[O-])(=O)[O-] azelate